C1(=CC=CC=C1)C(C)(C)N1C2C3CC3C1CN(C2)C(=O)OC(C)(C)C tert-butyl 9-(2-phenylpropan-2-yl)-7,9-diazatricyclo[3.3.1.02,4]nonane-7-carboxylate